N-(1-(2-(4-(Pyrrolidin-1-yl)-2-(trifluoromethyl)benzyl)-2,8-diazaspiro[4.5]decane-8-carbonyl)-1H-pyrazol-3-yl)methanesulfonamide N1(CCCC1)C1=CC(=C(CN2CC3(CC2)CCN(CC3)C(=O)N3N=C(C=C3)NS(=O)(=O)C)C=C1)C(F)(F)F